COC(=O)C1=CC=C2C(=N1)C=NN2CCC2=CC=CC=C2 1-phenethyl-1H-pyrazolo[4,3-b]Pyridine-5-carboxylic acid methyl ester